(2S,3S,4R,5R)-5-(6-(benzylamino)-2-(pyridin-3-yl)-9H-purin-9-yl)-3,4-dihydroxyl-N-methyltetrahydrofuran-2-carboxamide C(C1=CC=CC=C1)NC1=C2N=CN(C2=NC(=N1)C=1C=NC=CC1)[C@H]1[C@@H]([C@@H]([C@H](O1)C(=O)NC)O)O